ethyl-mercaptobarium C(C)[Ba]S